3-(4-(((4-methoxyphenethyl)(7-nitrobenzo[d]thiazol-2-yl)amino)-methyl)phenyl)propiolic acid COC1=CC=C(CCN(C=2SC3=C(N2)C=CC=C3[N+](=O)[O-])CC3=CC=C(C=C3)C#CC(=O)O)C=C1